CS(=O)(=O)CCCN1CC2=CC(=CC=C2CC1)OC1=CC=C(C=C1)C(F)(F)F 2-(3-(methylsulfonyl)-propyl)-7-(4-(trifluoro-methyl)phenoxy)-1,2,3,4-tetrahydroisoquinoline